1-(4-(difluoromethoxy)phenyl)-N-(3-(1,1-difluoropropyl)phenyl)-3-methyl-5-oxo-4,5-dihydro-1H-pyrazole-4-carboxamide FC(OC1=CC=C(C=C1)N1N=C(C(C1=O)C(=O)NC1=CC(=CC=C1)C(CC)(F)F)C)F